2-((1H-benzo[d]imidazol-2-yl)oxy)-N,N-dimethylethane-1-amine N1C(=NC2=C1C=CC=C2)OCCN(C)C